C(C)(C)(C)OC([C@H](CN)N=C=O)=O (S)-3-amino-2-carbonylaminopropionic acid tert-butyl ester